O=C1NC(CCC1N1C(C2=CC=C(C=C2C1=O)N1CCN(CC1)CCCN1CCC(CC1)C1=CC=C(C=C1)\C(=C(/CC)\C1=CC=CC=C1)\C1=CC=C(C=C1)B(O)O)=O)=O (E)-(4-(1-(4-(1-(3-(4-(2-(2,6-dioxopiperidin-3-yl)-1,3-dioxoisoindolin-5-yl)piperazin-1-yl)propyl)piperidin-4-yl)phenyl)-2-phenylbut-1-en-1-yl)phenyl)boronic acid